p-toluenesulfonic acid-2,6-dinitrobenzyl ester [N+](=O)([O-])C1=C(COS(=O)(=O)C2=CC=C(C)C=C2)C(=CC=C1)[N+](=O)[O-]